C(C(=O)N)(=O)O Oxalamic Acid